5-methyl-3-(N-((1-methylpiperidin-4-yl)methyl)acetamido)thiophene-2-carboxylic acid methyl ester COC(=O)C=1SC(=CC1N(C(C)=O)CC1CCN(CC1)C)C